benzyl-dimethyl-stearylammonium C(C1=CC=CC=C1)[N+](CCCCCCCCCCCCCCCCCC)(C)C